BrC1=NO[C@@H](C1)C1=NC=C(C=C1C1=C(C=C(C=C1F)F)F)C 2-[(5S)-3-bromo-4,5-dihydro-1,2-oxazol-5-yl]-5-methyl-3-(2,4,6-trifluorophenyl)pyridine